7,8-dichloro-1-oxo-2H-isoquinoline-4-sulfonyl chloride ClC1=CC=C2C(=CNC(C2=C1Cl)=O)S(=O)(=O)Cl